[N-](S(=O)(=O)C(F)(F)F)S(=O)(=O)C(F)(F)F.C[N+](CCCC)(C)C trimethyl-butyl-ammonium bistrifluoromethanesulfonimide salt